(2S)-1-(2-(3-chlorobenzyl)piperidin-1-yl)-3-(4-(methylsulfonyl)phenoxy)propan-2-ol ClC=1C=C(CC2N(CCCC2)C[C@@H](COC2=CC=C(C=C2)S(=O)(=O)C)O)C=CC1